3'-amino-5'-(6-chlorobenzo[d]oxazol-2-yl)-4'-methyl-[1,1'-biphenyl]-4-carboxamide NC=1C=C(C=C(C1C)C=1OC2=C(N1)C=CC(=C2)Cl)C2=CC=C(C=C2)C(=O)N